O-methoxyadenosine COO[C@H]1[C@@H](O[C@@H]([C@H]1O)CO)N1C=NC=2C(N)=NC=NC12